silicon germanium antimony [Sb].[Ge].[Si]